O=C1C2=C(NC3=C(N1)C=C(C=C3)C(=O)OC)C=CC=C2 methyl 11-oxo-10,11-dihydro-5H-dibenzo[b,e][1,4]diazepine-8-carboxylate